S1CC(C1)N1N=C(N=C1)C=1C(=NC=CN1)C(C)NC(C1=CC(=CC(=C1)C(F)(F)F)C(F)(F)F)=O N-[1-[3-[1-(thietan-3-yl)-1,2,4-triazol-3-yl]pyrazin-2-yl]ethyl]-3,5-bis(trifluoromethyl)benzamide